(E)-tert-butyl 2-(2-(N-((1,2,3,5,6,7-hexahydro-s-indacen-4-yl) carbamoyl) sulfamoyl) vinyl)-2-methylazetidine-1-carboxylate C1CCC2=C(C=3CCCC3C=C12)NC(=O)NS(=O)(=O)/C=C/C1(N(CC1)C(=O)OC(C)(C)C)C